C(C1=CC=CC=C1)(=O)N1CCN(C2=CC=CC=C12)C(C(C)N1CCN(CC1)C)=O 1-(4-Benzoyl-3,4-dihydroquinoxaline-1(2H)-yl)-2-(4-methylpiperazin-1-yl)propan-1-one